ClC1=C(C=CC=C1)CN1N=C(C=C1C1=CC(=CC(=C1)OCC)OCC)C(=O)OC Methyl 1-[(2-chlorophenyl)methyl]-5-(3,5-diethoxyphenyl)-1H-pyrazole-3-carboxylate